NCCCNC(OCCCC)=O butyl 3-aminopropylcarbamate